CN1CCCCC(C1)C1=NC=CC=C1C(F)(F)F 1-methyl-6-(3-(trifluoromethyl)pyridin-2-yl)-1,3,4,6-tetrahydro-2H-azepine